7-ethoxymethyl-1-[5-hydroxy-5-methylhexyl]-3-methylxanthine C(C)OCN1C=NC=2N(C(N(C(C12)=O)CCCCC(C)(C)O)=O)C